(S)-3-((3-cyano-5-(1H-pyrazol-4-yl)pyrazolo[1,5-a]pyrimidin-7-yl)amino)piperidine-1-carboxylic acid tert-butyl ester C(C)(C)(C)OC(=O)N1C[C@H](CCC1)NC1=CC(=NC=2N1N=CC2C#N)C=2C=NNC2